methyl 2-chloro-3-chlorosulfonyl-4-(trifluoromethoxy)benzoate ClC1=C(C(=O)OC)C=CC(=C1S(=O)(=O)Cl)OC(F)(F)F